(1S,3S)-3-((6-(5-(((Butyl(methyl)carbamoyl)oxy)methyl)-1-methyl-1H-1,2,3-triazole-4-yl)-2-cyclopropylpyridin-3-yl)oxy)cyclohexane-1-carboxylic acid methyl ester COC(=O)[C@@H]1C[C@H](CCC1)OC=1C(=NC(=CC1)C=1N=NN(C1COC(N(C)CCCC)=O)C)C1CC1